BrC=1C(=NC=C(C1)C(F)(F)F)N1CCN(CC1)C(=O)OC(C)(C)C tert-Butyl 4-(3-bromo-5-(trifluoromethyl)pyridin-2-yl)piperazine-1-carboxylate